3-{[4-(4-chloro-3-fluorophenyl)-1-methyl-5-oxo-4,5-dihydro-1H-1,2,4-triazol-3-yl]methyl}-1-{[1-(4-chloro-3-fluorophenyl)-3-methyl-1H-1,2,4-triazol-5-yl]methyl}urea ClC1=C(C=C(C=C1)N1C(=NN(C1=O)C)CNC(NCC1=NC(=NN1C1=CC(=C(C=C1)Cl)F)C)=O)F